1-(2-(2-methoxyethoxy)ethyl)-N-((5-phenyl-1,3,4-thiadiazol-2-yl)methyl)-1H-1,2,3-triazole-4-carboxamide COCCOCCN1N=NC(=C1)C(=O)NCC=1SC(=NN1)C1=CC=CC=C1